tert-butyl (E)-5-(2-(3-(hydroxyamino)-3-oxoprop-1-en-1-yl)phenyl)-2,5-diazaspiro[3.4]octane-2-carboxylate ONC(/C=C/C1=C(C=CC=C1)N1C2(CN(C2)C(=O)OC(C)(C)C)CCC1)=O